ClC=1C=CC=C2C=C(C=C(C12)C1=C(C=2N=C(N=C(C2C=N1)N1C[C@H]2CC[C@@H](C1)N2C(=O)OC(C)(C)C)SC)F)OCOC (1R,5S)-tert-butyl 3-(7-(8-chloro-3-(methoxymethoxy)naphthalen-1-yl)-8-fluoro-2-(methylthio)pyrido[4,3-d]pyrimidin-4-yl)-3,8-diazabicyclo[3.2.1]octane-8-carboxylate